2,4-bis(2-hydroxy-4-octyloxyphenyl)-6-(2,4-dimethylphenyl)-s-triazine OC1=C(C=CC(=C1)OCCCCCCCC)C1=NC(=NC(=N1)C1=C(C=C(C=C1)OCCCCCCCC)O)C1=C(C=C(C=C1)C)C